OC1=C(C(=C2C=CC=CC2=C1)C1=CC=CC2=CC=CC=C12)C=O hydroxybinaphthal